C(C)(C)(C)OC1=CC=C(C=C1)C=1C(=C(C=CC1)[SH+]C1=CC=CC=C1)C1=CC=C(C=C1)OC(C)(C)C bis(4-t-butoxyphenyl)diphenyl-sulfonium